C(CCCCCCCCCCCC)C(CCCCCCC)(O)F tridecyl-fluoro-1-n-octanol